Ethyl(5-chloro-3-(hex-3-yn-1-yloxy)-2-iodophenyl) carbamate C(N)(OC1=C(C(=C(C(=C1)Cl)CC)OCCC#CCC)I)=O